1-(4-(3,4-dichlorophenyl)-5-(isopropylsulfanyl)thiazol-2-yl)-4-(3,5-dimethylphenyl)-3-methyl-1H-pyrazole-5-carboxylic acid ClC=1C=C(C=CC1Cl)C=1N=C(SC1SC(C)C)N1N=C(C(=C1C(=O)O)C1=CC(=CC(=C1)C)C)C